FC=1C=C2C(C=C(N(C2=CC1C)C1CCC(CC1)O)C)=O 6-fluoro-1-((1r,4r)-4-hydroxycyclohexyl)-2,7-dimethylquinolin-4(1H)-one